N-[(2-{1-[(1-tert-butylcyclopropyl)amino]methyl}-1H-indol-6-yl)methyl]-4-oxo-4H-pyrido[1,2-a]pyrimidine-2-carboxamide C(C)(C)(C)C1(CC1)NCC=1NC2=CC(=CC=C2C1)CNC(=O)C=1N=C2N(C(C1)=O)C=CC=C2